C(C)(C)(C)OC(=O)NCC1(NNC(=C1)C(=O)O)C(F)(F)F 3-((tert-butoxycarbonylamino)methyl)-3-(trifluoromethyl)-1H-pyrazole-5-carboxylic acid